CS(=O)(=O)OC1CC2=C(N=C(S2)NC(=O)C=2C=NC(=CC2C2=CC(=NC=C2OC)Cl)C)CC1 2-(2'-chloro-5'-methoxy-6-methyl-[4,4'-bipyridine]-3-carboxamido)-4,5,6,7-tetrahydrobenzo[d]thiazol-6-yl methanesulfonate